C(C)(C)OC(CN1C=2N(CC[C@H]1C(F)(F)F)C(C=C(N2)N2[C@@H](COCC2)C)=O)=O [(S)-8-((R)-3-Methyl-morpholin-4-yl)-6-oxo-2-trifluoromethyl-3,4-dihydro-2H,6H-pyrimido[1,2-a]-pyrimidin-1-yl]acetic acid isopropyl ester